C(C)N1N=CC(=C1)C1=NN2C(=NC=3C(=CC=CC3C2=N1)C(F)(F)F)N[C@H]1C(NCCCC1)=O (3R)-3-{[2-(1-ethyl-1H-pyrazol-4-yl)-7-(trifluoromethyl)[1,2,4]triazolo[1,5-c]quinazolin-5-yl]amino}azepan-2-one